FC=1C=C2C(=CC(=NC2=CC1)C)C 6-fluoro-2,4-dimethylquinoline